S1C(=CC=C1)CNC(C1=CC=CC=C1)=O N-(1-(thiophen-2-yl)methyl)benzamide